ClC1=C(C=C(C=C1)C(C(=O)N)C1=CC=C(C=C1)C1=CC=2N(C=C1)N=CN2)OC(F)(F)F [4-Chloro-3-(trifluoromethoxy)phenyl]-2-[4-([1,2,4]triazolo[1,5-a]pyridin-7-yl)phenyl]acetamide